(3R,4R)-1-cyclopentyl-4-{[5-(2,4-difluoro-phenyl)-[1,2,4]oxadiazole-3-carbonyl]-amino}-piperidine-3-carboxylic acid ((R)-1-pyridin-2-yl-ethyl)-amide N1=C(C=CC=C1)[C@@H](C)NC(=O)[C@@H]1CN(CC[C@H]1NC(=O)C1=NOC(=N1)C1=C(C=C(C=C1)F)F)C1CCCC1